4-(tert-Butyldimethylsilyloxy)-2-(pyridin-2-yl)butylamine [Si](C)(C)(C(C)(C)C)OCCC(CN)C1=NC=CC=C1